(2-(2,4-dichloro-7-fluoro-5H-pyrrolo[3,2-d]pyrimidin-5-yl)ethyl)carbamic acid tert-butyl ester C(C)(C)(C)OC(NCCN1C=C(C=2N=C(N=C(C21)Cl)Cl)F)=O